(2-hydroxyethoxy)-5α-androstane OCCOC[C@@]12CCC[C@H]1[C@@H]1CC[C@H]3CCCC[C@]3(C)[C@H]1CC2